NC1=C(C(=C(N(C1=O)C)C)C=1C=NC=CC1)C amino-1,2,4-trimethyl-[3,3'-bipyridine]-6(1H)-one